5-[3-(3,5-dimethylisoxazol-4-yl)pyrazolo[1,5-a]pyridin-5-yl]-2-methyl-furan-3-carboxylic acid CC1=NOC(=C1C=1C=NN2C1C=C(C=C2)C2=CC(=C(O2)C)C(=O)O)C